(3R,4R)-4-aminotetrahydro-2H-pyran-3-ol hydrogen chloride Cl.N[C@H]1[C@H](COCC1)O